C(C)N(CC)CC(=O)O DIETHYLAMINO-ACETIC ACID